BrC1=CN=CC2=C1OCCN2C(=O)[C@H]2CN(CC2)CC2=CC(=CC=C2)F (R)-(8-bromo-2,3-dihydro-4H-pyrido-[4,3-b][1,4]oxazine-4-yl)(1-(3-fluorobenzyl)pyrrolidin-3-yl)methanone